3-(6-((7-(cyclohexylamino)heptyl)amino)-2-oxo-benzo[cd]indol-1(2H)-yl)piperidine-2,6-dione C1(CCCCC1)NCCCCCCCNC=1C=2C3=C(C(N(C3=CC1)C1C(NC(CC1)=O)=O)=O)C=CC2